(E)-2-(2-(fluorosulfenyl)vinyl)naphthalene FS/C=C/C1=CC2=CC=CC=C2C=C1